(E)-1,2,4-trichloro-3-iodo-2-butene ClC/C(=C(/CCl)\I)/Cl